BrC=1C=C(C(=C(C1)N1C[C@H](N(CC1)C(=O)OC(C)(C)C)C)[N+](=O)[O-])F tert-butyl (2R)-4-(5-bromo-3-fluoro-2-nitrophenyl)-2-methylpiperazine-1-carboxylate